C(C1=CC=CC=C1)C=1N(C=2C(=C3CC[C@@H](N(C3=CC2)C(=O)OC)C)N1)[C@@H]1CC[C@@H](CC1)C(N)=O methyl (S)-2-benzyl-3-((cis)-4-carbamoylcyclohexyl)-7-methyl-3,7,8,9-tetrahydro-6H-imidazo[4,5-f]quinoline-6-carboxylate